ethylene vinyl acetate (vinyl acetate) C(=C)CC(=O)O.C(C)(=O)OC=C.C=C